2',3'-dihydroxy-7,4'-dimethoxyisoflavone OC1=C(C2=COC3=CC(=CC=C3C2=O)OC)C=CC(=C1O)OC